N-((5-((4-(3-((2-((1S)-1-((tetrahydro-2H-pyran-2-yl)oxy)ethyl)-1H-imidazol-1-yl)methyl)isoxazol-5-yl)phenyl)ethynyl)pyridin-2-yl)methyl)-2-(2H-tetrazol-2-yl)ethan-1-amine O1C(CCCC1)O[C@@H](C)C=1N(C=CN1)CC1=NOC(=C1)C1=CC=C(C=C1)C#CC=1C=CC(=NC1)CNCCN1N=CN=N1